5-bromo-1-methyl-6-nitro-1H-benzo[d]imidazole BrC1=CC2=C(N(C=N2)C)C=C1[N+](=O)[O-]